2-ethyl-4,6-dimethyl-1,3,5-triazine C(C)C1=NC(=NC(=N1)C)C